4-chloro-2-cyclopentyl-6-methylthieno[2,3-d]pyrimidine ClC=1C2=C(N=C(N1)C1CCCC1)SC(=C2)C